3-((2-((2,2-difluoroethyl)amino)pyrimidin-4-yl)oxy)pyrrolidin FC(CNC1=NC=CC(=N1)OC1CNCC1)F